2-[4-(2-bromoacetyl)phenoxy]ethyl acetate 2-(4-acetylphenoxy)ethyl-acetate C(C)(=O)C1=CC=C(OCCOC(C)=O)C=C1.C(C)(=O)OCCOC1=CC=C(C=C1)C(CBr)=O